3-chloro-hydroxypropyl-trimethylammonium chloride [Cl-].ClC(CC[N+](C)(C)C)O